N-((2-(2-chloropyrimidin-4-yl)-1,6-naphthyridin-7-yl)methyl)-3-fluoro-5-(methylsulfonyl)benzamide ClC1=NC=CC(=N1)C1=NC2=CC(=NC=C2C=C1)CNC(C1=CC(=CC(=C1)S(=O)(=O)C)F)=O